CC(CC[Si](OC)(OC)OC)OC=CC gamma-methyl-propenoxypropyl-trimethoxysilane